NCC(CC1=CC(=CC=C1)F)NC(=O)C=1SC(=C(C1)C1=C(C=NN1C)Cl)Cl N-[1-amino-3-(3-fluorophenyl)propan-2-yl]-5-chloro-4-(4-chloro-1-methyl-1H-pyrazol-5-yl)thiophene-2-carboxamide